C(C)(C)(C)OC(NC=1SC(=C(N1)F)C=O)=O N-(4-fluoro-5-formyl-thiazol-2-yl)carbamic acid tert-butyl ester